1-chloro-4-(difluoromethyl)-2-fluorobenzene ClC1=C(C=C(C=C1)C(F)F)F